(R)-tert-butyl 2-(5-(3-cyclopropyl-1-((R)-1,1-dimethylethylsulfinamido)-1-(pyridin-4-yl)propyl)-2-fluorophenylcarbamoyl)-4,4-difluoropyrrolidine-1-carboxylate C1(CC1)CCC(C1=CC=NC=C1)(N[S@](=O)C(C)(C)C)C=1C=CC(=C(C1)NC(=O)[C@@H]1N(CC(C1)(F)F)C(=O)OC(C)(C)C)F